C(C)C=1C(=CC=C2C=C(C=C(C12)C1OC=C(C(C1)=O)C(=O)OC)OCOC)F methyl 2-(8-ethyl-7-fluoro-3-(methoxymethoxy)naphthalen-1-yl)-4-oxo-3,4-dihydro-2H-pyran-5-carboxylate